C(C=C)(=O)O.C1=CCCC1 monocyclopentene acrylate